CC1=CC=C2C=C[N-]C2=C1 6-methylindoleId